1-(5-chloro-1H-pyrazolo[4,3-b]pyridin-7-yl)piperidin-4-ol ClC1=CC(=C2C(=N1)C=NN2)N2CCC(CC2)O